N-(5-(3-((5-(2,6-dioxopiperidin-3-yl)-4-oxo-5,6-dihydro-4H-thieno[3,4-c]pyrrol-1-yl)methyl)ureido)-2-methylphenyl)acetamide O=C1NC(CCC1N1CC=2C(C1=O)=CSC2CNC(NC=2C=CC(=C(C2)NC(C)=O)C)=O)=O